(6-(4-(3H-imidazo[4,5-b]pyridin-7-yl)-1H-pyrazol-1-yl)pyridin-3-yl)-2,2,2-trifluoro-1-(1-methylazetidin-3-yl)ethanol N1=CNC2=NC=CC(=C21)C=2C=NN(C2)C2=CC=C(C=N2)C(C(F)(F)F)(O)C2CN(C2)C